3-[4-[1-[4-[(3R,5R)-5-[(5-bromo-1-methyl-6-oxo-pyridazin-4-yl)amino]-1-methyl-3-piperidyl]benzoyl]-4-piperidyl]piperazin-1-yl]piperidine-2,6-dione BrC1=C(C=NN(C1=O)C)N[C@@H]1C[C@@H](CN(C1)C)C1=CC=C(C(=O)N2CCC(CC2)N2CCN(CC2)C2C(NC(CC2)=O)=O)C=C1